ClC1=CC=NC2=CC(=CC=C12)C=1OC=NN1 2-(4-chloro-7-quinolyl)-1,3,4-oxadiazole